1-((10-hydroxy-7-(2-methyl-3-(piperidin-1-yl)propionyl)-7-azaspiro[4.5]decan-10-yl)methyl)-N,N-dimethyl-6-oxo-4-phenyl-1,6-dihydropyridine-3-carboxamide OC1(CCN(CC12CCCC2)C(C(CN2CCCCC2)C)=O)CN2C=C(C(=CC2=O)C2=CC=CC=C2)C(=O)N(C)C